Copper-gadolinium [Gd].[Cu]